5-(oxetan-4-yl)-1H-indole-2-carboxylic acid O1CCC1C=1C=C2C=C(NC2=CC1)C(=O)O